5-(3-methoxy-4-((5-methylisoxazol-3-yl)methyl)phenyl)-7-(1-methyl-1H-pyrazol-3-yl)pyrrolo[2,1-f][1,2,4]triazin-4-amine COC=1C=C(C=CC1CC1=NOC(=C1)C)C=1C=C(N2N=CN=C(C21)N)C2=NN(C=C2)C